S(=O)(=O)(O)O[C@@H]1[C@H](C(O)O[C@@H]([C@H]1O)CO)NC(C)=O N-acetyl-glucosamine 3-sulfate